FC=1C=C2C(=C(NC2=C(C1)F)C1=CC=C(C=C1)F)CCCN1C(C2=CC=CC=C2C1=O)=O [3-[5,7-difluoro-2-(4-fluorophenyl)-1H-indol-3-yl]propyl]isoindoline-1,3-dione